C1=CC=C2C=CC=C3SC=4C=CC=CC4C1=C23 benzo[kl]thioxanthene